methyl D-tryptophanate N[C@H](CC1=CNC2=CC=CC=C12)C(=O)OC